C(#N)[C@H](C[C@@H]1C(NCCC1)=O)NC(=O)[C@H]1N([C@H]2CC([C@@H]1CC2)(F)F)C([C@@H](CC2CC2)NC=2C=NN(C2)C)=O (1R,3S,4R)-N-((S)-1-cyano-2-((R)-2-oxopiperidin-3-yl)ethyl)-2-((R)-3-cyclopropyl-2-((1-methyl-1H-pyrazol-4-yl)amino)propanoyl)-5,5-difluoro-2-azabicyclo[2.2.2]octane-3-carboxamide